P(=O)([O-])([O-])[O-].[Na+].[V+5].P(=O)([O-])([O-])[O-] vanadium-sodium phosphate